CC1=C2N=C3C(C4=C(C(C3=NC2=CC(=C1)N1CCN(CC1)C)=O)N=CC=C4)=O 7-methyl-9-(4-methylpiperazin-1-yl)pyrido[2,3-b]phenazine-5,12-dione